5-[3-[[3-Cyano-4-(1-cyclopropylethoxy)phenyl]carbamoyl]-4-fluoro-phenyl]-2-methyl-pyridine-3-carboxylic acid C(#N)C=1C=C(C=CC1OC(C)C1CC1)NC(=O)C=1C=C(C=CC1F)C=1C=C(C(=NC1)C)C(=O)O